(7-(2,4-difluorophenyl)-5-(4-(4,4-difluoropiperidine-1-carbonyl)phenyl)benzofuran-2-yl)methane FC1=C(C=CC(=C1)F)C1=CC(=CC=2C=C(OC21)C)C2=CC=C(C=C2)C(=O)N2CCC(CC2)(F)F